(2R)-2-benzyl-N-(8-fluoro-2-methyl-3-quinolyl)-2,4-dimethyl-pent-4-enamide C(C1=CC=CC=C1)[C@](C(=O)NC=1C(=NC2=C(C=CC=C2C1)F)C)(CC(=C)C)C